C[C@@H]1O[C@@H](CN(C1)C1=CC=C(C=C1)N1N=CC2=CC(=C(C(=C12)F)O)F)C 1-(4-(cis-2,6-Dimethylmorpholino)phenyl)-5,7-difluoro-1H-indazol-6-ol